NC1=NC2=C(N1C1(CN(CCC1)CCOC1=C(C=NN1C)C1=CC(=CN(C1=O)C)C(=O)OC)C)C=C(C=C2)Br methyl 5-(5-{2-[3-(2-amino-6-bromo-1,3-benzodiazol-1-yl)-3-methylpiperidin-1-yl] ethoxy}-1-methylpyrazol-4-yl)-1-methyl-6-oxopyridine-3-carboxylate